lanthanum samarium niobium [Nb].[Sm].[La]